C(C)(=O)N1[C@@H](CN(CC1)C(\C=C/Cl)=O)C1=CC(=CC(=C1)C=1N=NN(N1)C)Cl (R,Z)-1-(4-acetyl-3-(3-chloro-5-(2-methyl-2H-tetrazol-5-yl)phenyl)piperazin-1-yl)-3-chloroprop-2-en-1-one